C(C)(C)(C)[Si](OC[SiH](CCOC1=CC=C(C=C1)C1=CC=C(C=C1)/C=C/C(=O)OC1=C(C=C(C=C1)OC(C1=CC=C(C=C1)O[Si](C(C)C)(C(C)C)C(C)C)=O)C1CC1)CO[Si](C(C)(C)C)(C)C)(C)C [4-[(E)-3-[4-[4-[2-[bis[[tertbutyl(dimethyl)silyl]oxymethyl]silyl]ethoxy]phenyl]phenyl]prop-2-enoyl]oxy-3-cyclopropyl-phenyl]4-triisopropylsilyloxybenzoate